4-((3aR,7aS)-1-(but-2-ynoyl)octahydro-6H-pyrrolo[2,3-c]pyridin-6-yl)-5-fluoro-2,3-dimethyl-1H-indole-7-carboxamide C(C#CC)(=O)N1CC[C@@H]2[C@H]1CN(CC2)C2=C1C(=C(NC1=C(C=C2F)C(=O)N)C)C